NC1=NC=NN2C1=C(C=C2C2CCN(CC2)C(C(C)C)=O)C2=CC=C(C=C2)C2=C(C(N(C(N2C2CC2)=O)C2=CC=CC=C2)=O)C(=O)N (4-(4-amino-7-(1-isobutyrylpiperidin-4-yl)pyrrolo[2,1-f][1,2,4]triazin-5-yl)phenyl)-1-cyclopropyl-2,4-dioxo-3-phenyl-1,2,3,4-tetrahydropyrimidine-5-carboxamide